(5-hydroxy-4,6'-dimethyl-[3,3'-bipyridine]-6-carbonyl)glycine OC=1C(=C(C=NC1C(=O)NCC(=O)O)C=1C=NC(=CC1)C)C